N-((5-(tert-butyl)-2-ethoxyphenyl)sulfonyl)-5-(1H-pyrazol-1-yl)quinoline-2-carboxamide C(C)(C)(C)C=1C=CC(=C(C1)S(=O)(=O)NC(=O)C1=NC2=CC=CC(=C2C=C1)N1N=CC=C1)OCC